C(C)(C)(C)[S@@](=O)N[C@@H](CC(=O)OC)C1=NC(=CC(=C1)C1=C(C=C(C=C1C)F)C)Cl Methyl (S)-3-(((R)-tert-butylsulfinyl)amino)-3-(6-chloro-4-(4-fluoro-2,6-dimethylphenyl)pyridin-2-yl)propanoate